[1,1-dimethyl-2-(methylsulfinyl)ethyl]-7-fluoro-2-(3-pyridinyl)-2H-indazole-4-carboxamide CC(CS(=O)C)(C)C=1N(N=C2C(=CC=C(C12)C(=O)N)F)C=1C=NC=CC1